(Z)-5-((1H-pyrrolo[2,3-c]pyridin-3-yl)methylene)-3-isopropylthiazolidine-2,4-dione N1C=C(C=2C1=CN=CC2)\C=C/2\C(N(C(S2)=O)C(C)C)=O